2-(4,4-difluoropiperidin-1-yl)-6-methoxy-N-(1H-pyrazol-3-yl)-7-(3-(pyrrolidin-1-yl)propoxy)quinazolin-4-amine FC1(CCN(CC1)C1=NC2=CC(=C(C=C2C(=N1)NC1=NNC=C1)OC)OCCCN1CCCC1)F